Cl.Cl.N[C@]1([C@@H](CC[C@H](C1)CCB(O)O)CNC([C@H]([C@@H](C)O)N)=O)C(=O)O (1R,2S,5R)-1-Amino-2-(((2S,3R)-2-amino-3-hydroxybutanamido)methyl)-5-(2-boronoethyl)cyclohexane-1-carboxylic acid dihydrochloride